NC=1C=C(C(=NC1)C1=NOC(=N1)CCCCC(=O)OCC)C Ethyl 5-[3-(5-amino-3-methylpyridin-2-yl)-1,2,4-oxadiazol-5-yl]pentanoate